F[C@H]1CN(C[C@H]1F)C1=NC(=CC(=N1)C=1N=NN(C1)C1=C(C=C(C=C1)NS(=O)(=O)CCO)N1CCC2(CC2)CC1)C N-(4-(4-(2-((3S,4R)-3,4-difluoropyrrolidin-1-yl)-6-methylpyrimidin-4-yl)-1H-1,2,3-triazol-1-yl)-3-(6-azaspiro[2.5]octan-6-yl)phenyl)-2-hydroxyethane-1-sulfonamide